4-chloro-2-fluoro-1-(methylsulfonyl)benzene ClC1=CC(=C(C=C1)S(=O)(=O)C)F